[Ag].[Pd].[Cu].[Au] gold-copper-palladium-silver